ClC1=C(C=2N=C(N=C3C2C(=N1)OCCN3C(C)C=3C(=NC=CC3)N)S(=O)C)F 3-(1-(5-chloro-4-fluoro-2-(methylsulfinyl)-8,9-dihydro-10H-7-oxa-1,3,6,10-tetraazacyclohepta[de]naphthalen-10-yl)ethyl)pyridin-2-amine